2-(2-adamantyl)-N-(2-chloro-1H-benzimidazol-5-yl)acetamide C12C(C3CC(CC(C1)C3)C2)CC(=O)NC2=CC3=C(NC(=N3)Cl)C=C2